1-(5-methyl-5-(2-methylallyl)-3-(4-methoxyphenyl)-4,5-dihydro-1H-pyrazol-1-yl)-1-ethanone CC1(CC(=NN1C(C)=O)C1=CC=C(C=C1)OC)CC(=C)C